1,3-dichloro-4-hydroxybenzene ClC1=CC(=C(C=C1)O)Cl